CCCCCCC=CCCCCCCC=CCC octadec-7,15-diene